COC(=O)C=1C(=C(C=CC1)N1CC(C1)OC1=CC=C(C=C1)NC(=O)NC=1C=NC=CC1)C1=CC=CC=C1.C[Si](C)(C)C=1C(=C(CCC1)[Si](C)(C)C)[Si](C)(C)C trans-tris(trimethylsilyl)cyclohexadiene methyl-6-(3-(4-(3-(pyridin-3-yl)ureido)phenoxy)azetidin-1-yl)-[1,1'-biphenyl]-2-carboxylate